F[C@]1(CN(CC[C@H]1O)C1=NC=CC(=N1)NC=1N=CC2=C(N=CC(=C2C1)C(C)C)N1[C@H]([C@H](C1)O)C)C (3S,4R)-3-fluoro-1-(4-((8-((2S,3S)-3-hydroxy-2-methylazetidin-1-yl)-5-isopropyl-2,7-naphthyridin-3-yl)amino)pyrimidin-2-yl)-3-methylpiperidin-4-ol